O1[C@@H](COCC1)CN1N=C2C3=C(CCC2=C1)OC(=C3C)C(=O)OCC ethyl 2-{[(2R)-1,4-dioxan-2-yl]methyl}-8-methyl-4,5-dihydro-2H-furo[2,3-g]indazole-7-carboxylate